C(C)(C)(C)OC(=O)N1[C@H](C[C@@H](C1)O[Si](C)(C)C(C)(C)C)C(=O)O (2r,4s)-1-tert-butoxycarbonyl-4-[tert-butyl-(dimethyl)silyl]oxy-pyrrolidine-2-carboxylic acid